N-(8-aminooctyl)-4-((3-(2,3-difluoro-4-methoxyphenyl)imidazo[1,2-a]pyrazin-8-yl)amino)-2-ethylbenzamide hydrochloride Cl.NCCCCCCCCNC(C1=C(C=C(C=C1)NC=1C=2N(C=CN1)C(=CN2)C2=C(C(=C(C=C2)OC)F)F)CC)=O